1-(4-(3-isopropyl-2-(8-methylimidazo[1,2-a]pyridin-6-yl)-1H-indol-5-yl)piperidin-1-yl)-2-(methylamino)ethan-1-one sodium triacetoxyborohydride C(C)(=O)O[BH-](OC(C)=O)OC(C)=O.[Na+].C(C)(C)C1=C(NC2=CC=C(C=C12)C1CCN(CC1)C(CNC)=O)C=1C=C(C=2N(C1)C=CN2)C